C1(=CC=CC=C1)C=1C=CC(=NC1)N1C(C2=CC=C(C=C2C1=O)C=1N=NNC1)=O 2-(5-Phenylpyridin-2-yl)-5-(1H-[1,2,3]triazol-4-yl)-isoindole-1,3-dione